3-(2-Boronoethyl)-2-hydroxy-6-[(1-{[4-(hydroxymethyl)-1H-1,2,3-triazol-1-yl]acetyl}azetidin-3-yl)oxy]benzoic acid B(O)(O)CCC=1C(=C(C(=O)O)C(=CC1)OC1CN(C1)C(CN1N=NC(=C1)CO)=O)O